(S)-2-(4-(5-chloro-2-(1H-tetrazol-1-yl)phenyl)-2,3-dioxopiperazin-1-yl)-3-(4-(4-cyanopiperidine-1-carboxamido)phenyl)propanoic acid ClC=1C=CC(=C(C1)N1C(C(N(CC1)[C@H](C(=O)O)CC1=CC=C(C=C1)NC(=O)N1CCC(CC1)C#N)=O)=O)N1N=NN=C1